BrCC1=CC=C(C=C1)F 1-(1-bromomethyl)-4-fluorobenzene